OC1=C(C(NC=2CN(CCC12)C(=O)OCC1=CC=CC=C1)=O)[N+](=O)[O-] benzyl 4-hydroxy-3-nitro-2-oxo-2,5,6,8-tetrahydro-1,7-naphthyridine-7(1H)-carboxylate